[N+](=O)([O-])C1=CN=C(S1)N1C(CCCC1)=O 1-(5-nitrothiazol-2-yl)piperidin-2-one